ClC1=C(C=C(OCC(=O)NC23CC(C(CC2)(CC3)C=3OC(=NN3)OC3=CC(=C(C=C3)Cl)F)O)C=C1)F 2-(4-chloro-3-fluorophenoxy)-N-{4-[5-(4-chloro-3-fluorophenoxy)-1,3,4-oxadiazol-2-yl]-3-hydroxybicyclo[2.2.2]octan-1-yl}acetamide